C(C)(=O)O.COC monomethyl ether acetate